N(=[N+]=[N-])CCCCCCCCSC1=C2CN(C(C2=CC=C1)=O)C1C(NC(CC1)=O)=O 3-(4-((8-azidooctyl)thio)-1-oxoisoindolin-2-yl)piperidine-2,6-dione